ClC=1C(=C(N)C=CC1OC=1C=CC2=CN(N=C2C1)C)F 3-chloro-2-fluoro-4-((2-methyl-2H-indazol-6-yl)oxy)aniline